O\N=C(/C(=O)NC1=CC(=CC=C1)S(NC)(=O)=O)\C(C)=O (Z)-2-(hydroxyimino)-N-(3-(N-methylsulfamoyl)phenyl)-3-oxobutanamide